ClC1=NC=C(C(=C1)NC1CCCCC1)I (1S,3S)-3-((2-Chloro-5-iodopyridin-4-yl)amino)cyclohexan